4-phenyloxyethyl-1,3-dioxan-2-one C1(=CC=CC=C1)OCCC1OC(OCC1)=O